C(C1=CC=CC=C1)N(C(=S)SSCCCCCCSSC(N(CC1=CC=CC=C1)CC1=CC=CC=C1)=S)CC1=CC=CC=C1 1,6-Bis(N,N-dibenzylthiocarbamoyl-dithio)-hexane